NC1=NC=C(C2=C1C(=C(N2C)C2=CC=C(C=C2)NC(C=C)=O)C2=CC(=C(C(=C2)F)OC2=NC=C(C(=N2)C)Cl)F)C#N N-(4-(4-amino-3-(4-((5-chloro-4-methylpyrimidin-2-yl)oxy)-3,5-difluorophenyl)-7-cyano-1-methyl-1H-pyrrolo[3,2-c]pyridin-2-yl)phenyl)acrylamide